OC(C(=O)NC(C(=O)NCCS)C)C1(CC1)CO (2-Hydroxy-2-(1-(hydroxymethyl)cyclopropyl)acetamido)-N-(2-mercaptoethyl)propanamide